OC1=NN=C(C2=CC=C(C=C12)C)C1=C(C=C(C#N)C=C1)OC 4-(4-hydroxy-6-methylphthalazin-1-yl)-3-methoxybenzonitrile